BrC1=NNC2=C1C=NC(=C2)C(=O)N2CCC(CC2)(C)O (3-bromo-1H-pyrazolo[4,3-c]pyridin-6-yl)-(4-hydroxy-4-methyl-1-piperidyl)methanone